N-[[4-(5-amino-4-cyano-1-indan-2-yl-pyrazol-3-yl)phenyl]methyl]-2-methoxy-benzamide NC1=C(C(=NN1C1CC2=CC=CC=C2C1)C1=CC=C(C=C1)CNC(C1=C(C=CC=C1)OC)=O)C#N